(2S,5R)-N-{[(2R,4R)-4-(2H-tetrazol-2-ylmethyl)-pyrrolidin-2-yl]methyloxy}-7-oxo-6-(sulfooxy)-1,6-diazabicyclo[3.2.1]octane-2-carboxamide N=1N(N=NC1)C[C@@H]1C[C@@H](NC1)CONC(=O)[C@H]1N2C(N([C@H](CC1)C2)OS(=O)(=O)O)=O